ethan-1-amine trihydrochloride Cl.Cl.Cl.C(C)N